5-[2-(4-Methyl-quinoline-8-sulfonyl-amino)-phenylethynyl]-pyridine-2-carboxylic acid CC1=CC=NC2=C(C=CC=C12)S(=O)(=O)NC1=C(C=CC=C1)C#CC=1C=CC(=NC1)C(=O)O